2,5-bis((9Z,12Z)-octadeca-9,12-dien-1-yloxy)benzyl-4-(dimethylamino)butanoate C(CCCCCCC\C=C/C\C=C/CCCCC)OC1=C(COC(CCCN(C)C)=O)C=C(C=C1)OCCCCCCCC\C=C/C\C=C/CCCCC